C1(=CC=CC=C1)C1C=CC(C=C1)C1=CC=CC=C1 1',4'-dihydro-p-terphenyl